CC1=C(C=C(C=C1)N)NC2=NC=CC(=N2)C3=CN=CC=C3 N-(5-amino-2-methylphenyl)-4-(3-pyridyl)-2-pyrimidineamine